2-(4,4''-bis(3,6-dimethyl-9H-carbazol-9-yl)-5'-(4,6-diphenyl-1,3,5-triazin-2-yl)-[1,1':3',1''-terphenyl]-2'-yl)benzo[d]thiazole CC=1C=CC=2N(C3=CC=C(C=C3C2C1)C)C1=CC=C(C=C1)C1=C(C(=CC(=C1)C1=NC(=NC(=N1)C1=CC=CC=C1)C1=CC=CC=C1)C1=CC=C(C=C1)N1C2=CC=C(C=C2C=2C=C(C=CC12)C)C)C=1SC2=C(N1)C=CC=C2